(2S)-2-[Tert-butoxy-carbonyl-(methyl)amino]butanoic acid C(C)(C)(C)OC(=O)N([C@H](C(=O)O)CC)C